1,4-di-tert-butyl 1,4,7-triazonane-1,4-dicarboxylate N1(CCN(CCNCC1)C(=O)OC(C)(C)C)C(=O)OC(C)(C)C